3-Hydroxyoxindole OC1C(NC2=CC=CC=C12)=O